C(=C)C=1C=C2C=CC(=NC2=CC1)O 6-vinylquinolin-2-ol